(3aR,6aS)-5-[[6-(2-chloro-5-fluoro-phenyl)pyridazin-3-yl]oxymethyl]-2-(3,3-dimethylbutyl)-3,3a,4,5,6,6a-hexahydro-1H-cyclopenta[c]pyrrole ClC1=C(C=C(C=C1)F)C1=CC=C(N=N1)OCC1C[C@@H]2[C@@H](CN(C2)CCC(C)(C)C)C1